N-[[2,4-difluoro-5-[(2S)-2-(trifluoromethylsulfonylamino)propoxy]-phenyl]methyl]propenamide methyl-2-(4-(tert-butyl)phenyl)-4-oxo-3,4-dihydroquinazoline-7-carboxylate COC(=O)C1=CC=C2C(NC(=NC2=C1)C1=CC=C(C=C1)C(C)(C)C)=O.FC1=C(C=C(C(=C1)F)OC[C@H](C)NS(=O)(=O)C(F)(F)F)CNC(C=C)=O